3-(1-methyl-4-((4-(methylamino)-5-(trifluoromethyl)pyrimidin-2-yl)amino)-1H-indazol-7-yl)but-2-enoic acid CN1N=CC2=C(C=CC(=C12)C(=CC(=O)O)C)NC1=NC=C(C(=N1)NC)C(F)(F)F